Propoxybenzene C(CC)OC1=CC=CC=C1